CN1CCN(CC1)CCCC(=O)O 4-(4-methylpiperazin-1-yl)butanoic acid